C(C)C1=C2C(=CC(=CC2=CC=C1F)O)B1OC(C(O1)(C)C)C 5-ethyl-6-fluoro-4-(4,4,5-trimethyl-1,3,2-dioxaborolan-2-yl)naphthalen-2-ol